N-(2-(2,2-dimethylpyrrolidin-1-yl)ethyl)-6-methyl-5-((1-methyl-6-(pyrimidin-5-ylamino)-1H-pyrazolo[3,4-d]pyrimidin-3-yl)amino)nicotinamide CC1(N(CCC1)CCNC(C1=CN=C(C(=C1)NC1=NN(C2=NC(=NC=C21)NC=2C=NC=NC2)C)C)=O)C